(R)-1-[6-[5-[1-(3,5-dichloro-4-pyridyl)ethoxy]-1H-indazol-3-yl]pyridazin-3-yl]-3-[(1-methylpyrazol-3-yl)methyl]azetidin-3-amine ClC=1C=NC=C(C1[C@@H](C)OC=1C=C2C(=NNC2=CC1)C1=CC=C(N=N1)N1CC(C1)(N)CC1=NN(C=C1)C)Cl